(2-chloro-4-(propylamino)pyrimidin-5-yl)methanol ClC1=NC=C(C(=N1)NCCC)CO